FC1=C(C=C(C=C1)OC1=NN(C=C1)C)C(C(=O)OC(C)(C)C)=O tert-butyl 2-{2-fluoro-5-[(1-methylpyrazol-3-yl)oxy]phenyl}-2-oxoacetate